2-methyl-6-(7H-pyrrolo[2,3-d]pyrimidin-5-yl)benzo[d]thiazole CC=1SC2=C(N1)C=CC(=C2)C2=CNC=1N=CN=CC12